N-[3-fluoro-5-(trifluoromethyl)phenyl]-6-[[6-(methylamino)-3-pyridyl]methyl]-5,7-dihydro-4H-thieno[2,3-c]pyridine-3-carboxamide FC=1C=C(C=C(C1)C(F)(F)F)NC(=O)C1=CSC=2CN(CCC21)CC=2C=NC(=CC2)NC